[V].[Zn] Zinc-vanadium